2-nitro-terephthalic dihydrazide [N+](=O)([O-])C1=C(C(=O)NN)C=CC(=C1)C(=O)NN